C(C)(=O)C=1C(C(=C(NC1C)C)C(=O)O)C=1C2=C(SC1)C=CC=C2 5-acetyl-4-(benzo[b]thiophen-3-yl)-2,6-dimethyl-1,4-dihydropyridine-3-carboxylic acid